C(C)(=O)C(C(=O)OCC)C(C(CC)CC)=O Ethyl 2-acetyl-4-ethyl-3-oxohexanoate